N-(2,5-difluorobenzyl)-3-iodopyrazolo[1,5-a]pyrimidin-5-amine FC1=C(CNC2=NC=3N(C=C2)N=CC3I)C=C(C=C1)F